CC1=C(C=CC=C1C)C=1C=CC(=C2CCCC12)C(=O)N1[C@@H](C/C(/C1)=N/OC)CO (S,Z)-(7-(2,3-dimethylphenyl)-2,3-dihydro-1H-inden-4-yl)(2-(hydroxymethyl)-4-(methoxyimino)pyrrolidin-1-yl)methanone